NC1CCC(CC1)NC1=NC2=C(C=C(C=C2C=N1)C1=NC=CC(=C1C1=CC=CC(=C1S(=O)(=O)N)Cl)OC)CC 6-(2-(((1r,4r)-4-aminocyclohexyl)amino-8-ethylquinazolin-6-yl)-methoxypyridin-3-yl)-2-chlorobenzenesulfonamide